ClC1=C2C(=CC(=CC2=CC=C1F)O)C1=C(C=2N=C(N=C(C2C(=N1)OC(C)C)NCCO)OC[C@]12CCCN2C[C@@H](C1)F)F 5-chloro-6-fluoro-4-(8-fluoro-2-(((2R,7aS)-2-fluorotetrahydro-1H-pyrrolizin-7a(5H)-yl)methoxy)-4-((2-hydroxyethyl)amino)-5-isopropoxypyrido[4,3-d]pyrimidin-7-yl)naphthalen-2-ol